N-[(1S)-1-(dicyclopropylmethyl)-2-oxo-2-[[1-[1-[6-oxo-3-(trifluoromethyl)-1H-pyridazin-5-yl]ethyl]pyrazol-4-yl]amino]ethyl]-2-isopropyl-pyrazole-3-carboxamide C1(CC1)C([C@@H](C(NC=1C=NN(C1)C(C)C1=CC(=NNC1=O)C(F)(F)F)=O)NC(=O)C=1N(N=CC1)C(C)C)C1CC1